calcium 3-methyl-4-cyclohexene-1,2-diformate CC1C(C(CC=C1)C(=O)[O-])C(=O)[O-].[Ca+2]